2-(6-(2-chloro-6-ethyl-7H-pyrrolo[2,3-D]pyrimidin-7-yl)pyridin-2-yl)propan-2-olcarbamic acid 6-bromohexyl ester BrCCCCCCOC(NCC(C)(O)C1=NC(=CC=C1)N1C(=CC2=C1N=C(N=C2)Cl)CC)=O